FC=1C=C(C=CC1C1=NOC(=N1)C(F)(F)F)CNC=1C=NC(=CC1)C N-({3-fluoro-4-[5-(trifluoromethyl)-1,2,4-oxadiazol-3-yl]phenyl}methyl)-6-methylpyridin-3-amine